C12CN(CC(CC1)O2)C2=C(N=NC(=C2)N2CC1CCC(C2)O1)CNC(=O)C1=CC=NN1 N-((4-(8-oxa-3-azabicyclo[3.2.1]octane-3-yl)-6-(8-oxa-3-azabicyclo[3.2.1]Octane-3-yl)pyridazin-3-yl)methyl)-1H-pyrazole-5-carboxamide